NC1=C(C=C(N=N1)C1=C(C=CC=C1)O)N1CC2CCC(C1)N2C2=CC(=NC=C2)C#CCN2CC1COC(C2)C1 2-[6-amino-5-[8-[2-[3-(6-oxa-3-azabicyclo[3.2.1]oct-3-yl)prop-1-ynyl]-4-pyridinyl]-3,8-diazabicyclo[3.2.1]oct-3-yl]pyridazin-3-yl]phenol